1-(4-(2-(5-nitro-1H-indol-1-yl)ethyl)piperazin-1-yl)-2-(2,4-difluorophenyl)-3-(1H-1,2,4-triazol-1-yl)propan-2-ol [N+](=O)([O-])C=1C=C2C=CN(C2=CC1)CCN1CCN(CC1)CC(CN1N=CN=C1)(O)C1=C(C=C(C=C1)F)F